2-(5-Chloro-1-ethyl-3-(isoxazol-3-yl)-1H-pyrazol-4-yl)-N-(3-(3,3-dimethylbutyl)-3-azaspiro[5.5]undecan-9-yl)acetamide ClC1=C(C(=NN1CC)C1=NOC=C1)CC(=O)NC1CCC2(CCN(CC2)CCC(C)(C)C)CC1